6-bromo-7-methoxy-4-(3-methoxy-5-(1H-pyrazol-1-yl)phenoxy)quinoline BrC=1C=C2C(=CC=NC2=CC1OC)OC1=CC(=CC(=C1)N1N=CC=C1)OC